NCC(=O)C(C(=O)O)CC(=O)O glycyl-succinic acid